tert-butyl (2S)-4-[[2-chloro-4-(morpholin-4-yl)phenyl]methyl]-2-methylpiperazine-1-carboxylate ClC1=C(C=CC(=C1)N1CCOCC1)CN1C[C@@H](N(CC1)C(=O)OC(C)(C)C)C